[1,4]oxazino[2,3-c][1,8]naphthyridine N1=CCOC=2C=NC=3N=CC=CC3C21